6-(6-aminohexylamino)oxy-6-oxohexanoic acid NCCCCCCNOC(CCCCC(=O)O)=O